OCCNC1=CC2=C(OCO2)C=C1 5-((2-hydroxyethyl)amino)-1,3-benzodioxol